4-(4-(2-cyanoacetyl)-3,4-dihydro-2H-pyrido[4,3-b][1,4]oxazine-8-yl)benzonitrile C(#N)CC(=O)N1C2=C(OCC1)C(=CN=C2)C2=CC=C(C#N)C=C2